[N+](=O)([O-])C1=C(COC2=C(C=C(C=C2)C)N2N=C3C(=N2)C=CC=C3)C=CC=C1 2-(2'-o-nitrobenzyloxy-5'-methylphenyl)benzotriazole